C(C)(C)(C)OC(N[C@@H]1C(OC(C1)=C)=O)=O (S)-(5-methylene-2-oxotetrahydrofuran-3-yl)carbamic acid tert-butyl ester